3-(4-morpholinopiperidin-1-yl)quinoxaline-5-carbonitrile O1CCN(CC1)C1CCN(CC1)C=1C=NC=2C=CC=C(C2N1)C#N